C(C)(C)(C)OC(=O)NCCC([C@@H](C(=O)N1[C@@H](C[C@H](C1)O)C(N[C@@H](C)C1=CC=C(C=C1)C#C)=O)NC(OC1=CC=CC=C1)=O)(C)C phenyl N-[(1S)-4-(tert-butoxycarbonylamino)-1-[(2S,4R)-2-[[(1S)-1-(4-ethynylphenyl)ethyl]carbamoyl]-4-hydroxy-pyrrolidine-1-carbonyl]-2,2-dimethyl-butyl]carbamate